trans-3-(4-(methylsulfonyl)phenyl)-4-(4-(trifluoromethyl)benzyloxy)pyrrolidine CS(=O)(=O)C1=CC=C(C=C1)[C@@H]1CNC[C@H]1OCC1=CC=C(C=C1)C(F)(F)F